N-(3-carbamoylphenyl)-1-(1-methoxymethyl-1H-pyrazol-4-yl)-7-oxo-6-phenyl-4,5,6,7-tetrahydro-1H-pyrazolo[3,4-c]pyridine-3-carboxamide C(N)(=O)C=1C=C(C=CC1)NC(=O)C1=NN(C=2C(N(CCC21)C2=CC=CC=C2)=O)C=2C=NN(C2)COC